1,3-dichloro-3,3-difluoropropene ClC=CC(F)(F)Cl